C(C)(=O)CO acetyl-carbinol